CN1CCN(CC1)C=1C=CC=2N(N1)C(=NN2)CCC(=O)OCC ethyl 3-[6-(4-methylpiperazin-1-yl)-[1,2,4]triazolo[4,3-b]pyridazin-3-yl]propanoate